NC1=NC2=CC(=CC(=C2C=C1Cl)F)CCC=1[C@H]([C@H]([C@@H](C1)N1C=CC2=C1N=CN=C2N)O)O (1S,2R,5R)-3-(2-(2-amino-3-chloro-5-fluoroquinolin-7-yl)ethyl)-5-(4-amino-7H-pyrrolo[2,3-d]pyrimidin-7-yl)cyclopent-3-ene-1,2-diol